2-(6-(4-(4-Methylpiperazin-1-yl)-phenyl)-4-oxoquinazolin-3(4H)-yl)-2-(pyridin-3-yl)-N-(thiazol-2-yl)-acetamide CN1CCN(CC1)C1=CC=C(C=C1)C=1C=C2C(N(C=NC2=CC1)C(C(=O)NC=1SC=CN1)C=1C=NC=CC1)=O